7-(3-((1R,5S,6s)-6-((3-ethoxy-3-oxo-1-phenylpropyl)amino)-3-azabicyclo[3.1.0]Hex-3-yl)-3-oxopropyl)-3,4-dihydro-1,8-naphthyridine-1(2H)-carboxylate C(C)OC(CC(C1=CC=CC=C1)NC1[C@@H]2CN(C[C@H]12)C(CCC1=CC=C2CCCN(C2=N1)C(=O)[O-])=O)=O